1-(7-(2,3-dimethylphenyl)-4,7-diazaspiro[2.5]octan-4-yl)ethanone CC1=C(C=CC=C1C)N1CCN(C2(CC2)C1)C(C)=O